C(C)(C)C1=NC(=C2N(C(N(C2=N1)[C@H]1CN(CC1)C(C#CC)=O)=O)C1=CC=C(C=C1)OC1=CC=CC=C1)N (R)-2-isopropyl-6-amino-9-(1-(but-2-ynoyl)pyrrolidin-3-yl)-7-(4-phenoxyphenyl)-7,9-dihydro-8H-purin-8-one